1-Cyclopentyl-3-(7-((pyridin-3-ylmethyl)amino)quinazolin-2-yl)urea C1(CCCC1)NC(=O)NC1=NC2=CC(=CC=C2C=N1)NCC=1C=NC=CC1